C(CCC)OP(=O)(OCCCC)OCCCC tri(n-butyl)phosphate